3-fluoro-5-[3-fluoro-2-methoxy-4-(trifluoromethoxy)phenoxy]-2-(trifluoromethyl)pyridine-4-carboxylic acid FC=1C(=NC=C(C1C(=O)O)OC1=C(C(=C(C=C1)OC(F)(F)F)F)OC)C(F)(F)F